2-(3-fluorophenyl)quinoline-4-carboxylic acid methyl ester COC(=O)C1=CC(=NC2=CC=CC=C12)C1=CC(=CC=C1)F